tert-butyl (S)-4-(7-(4-chloropyridin-2-yl)-5-morpholino-7H-pyrrolo[2,3-d]pyrimidin-4-yl)-3-methylpiperazine-1-carboxylate ClC1=CC(=NC=C1)N1C=C(C2=C1N=CN=C2N2[C@H](CN(CC2)C(=O)OC(C)(C)C)C)N2CCOCC2